BrC=1C=CC=2C3=C(C=[N+](C2C1)[O-])N=C(N3CC3=CC=C(C=C3)OC)CN3C(CCC3)=O 7-bromo-1-(4-methoxybenzyl)-2-((2-oxopyrrolidin-1-yl)methyl)-1H-imidazo[4,5-c]quinoline 5-oxide